N-(4-(4-(cyclopropanecarboxamido)butyl)-1-phenyl-1H-imidazol-2-yl)-3-(1-methyl-1H-pyrazol-4-yl)benzamide C1(CC1)C(=O)NCCCCC=1N=C(N(C1)C1=CC=CC=C1)NC(C1=CC(=CC=C1)C=1C=NN(C1)C)=O